rac-(1S,2R,4S)-4-(5-(((benzyloxy)carbonyl)amino)-1-(tert-butyl)-1H-pyrazol-3-yl)-2-methylcyclopentyl 4-nitrobenzoate [N+](=O)([O-])C1=CC=C(C(=O)O[C@@H]2[C@@H](C[C@@H](C2)C2=NN(C(=C2)NC(=O)OCC2=CC=CC=C2)C(C)(C)C)C)C=C1 |r|